FC(C1=C(C=C2CCCN(C2=C1)C1=NN(C2=C1CN(CC2)C(C)=O)C2CCOCC2)N2C=C(C=1C2=CN=CC1)CCO)F 1-{3-[7-(difluoromethyl)-6-[3-(2-hydroxyethyl)pyrrolo[2,3-c]pyridin-1-yl]-3,4-dihydro-2H-quinolin-1-yl]-1-(oxan-4-yl)-4H,6H,7H-pyrazolo[4,3-c]pyridin-5-yl}ethanone